C(C)NC(=O)C1=CC2=C(C(N(C=C2C(=C)C2=CC=CC=C2)C)=O)N1COCC[Si](C)(C)C N-ethyl-6-methyl-7-oxo-4-(1-phenylvinyl)-1-((2-(trimethylsilyl)ethoxy)methyl)-6,7-dihydro-1H-pyrrolo[2,3-c]pyridine-2-carboxamide